Br.FC1=CC=C(C=C1)C1=C2C(=NC(=C1)NCC1CCOCC1)CNC2 4-(4-fluorophenyl)-N-((tetrahydro-2H-pyran-4-yl)methyl)-6,7-dihydro-5H-pyrrolo[3,4-b]pyridin-2-amine HBr salt